bromide phosphanium [PH4+].[Br-]